BrC1=CC=CC=2C=3N(C(=NC12)[C@@](N)(C)C(=O)NCCN1CCCCC1)N=C(N3)C=3C=NN(C3)C 2-[7-bromo-2-(1-methyl-1H-pyrazol-4-yl)[1,2,4]triazolo[1,5-c]quinazolin-5-yl]-N-[2-(piperidin-1-yl)ethyl]-D-alaninamide